ClC=1C2=C(N=CN1)SC(=N2)NC=2C=C(C=CC2)C2=CC(=NO2)[C@]2(C(N(CC2)C)=O)O (R,S)-3-(5-(3-((7-chlorothiazolo[5,4-d]pyrimidin-2-yl)amino)phenyl)isoxazol-3-yl)-3-hydroxy-1-methylpyrrolidin-2-one